4-{[6-(5-chloro-2-fluorophenyl)pyridazin-4-yl]amino}quinolin-7-yl 3-(pyrrolidin-1-yl)azetidine-1-carboxylate N1(CCCC1)C1CN(C1)C(=O)OC1=CC=C2C(=CC=NC2=C1)NC1=CN=NC(=C1)C1=C(C=CC(=C1)Cl)F